C(C)OC(=O)C=1C(N(N=C(C1N(C)C(CC(=O)OCC)=O)C1=CC(=CC=C1)[N+](=O)[O-])C1CC1)=O 2-cyclopropyl-5-(3-ethoxy-N-methyl-3-oxopropionylamino)-6-(3-nitrophenyl)-3-oxopyridazine-4-carboxylic acid ethyl ester